C(C)(C)(C)C(COCCOCCOC)S(=O)(=O)N tert-butyl-2-[2-(2-methoxyethoxy)ethoxy]ethane-1-sulfonamide